3-bromo-5,6,7,8-tetrahydroimidazo[1,5-a]pyrazine-1-carboxylic acid ethyl ester C(C)OC(=O)C=1N=C(N2C1CNCC2)Br